2-(2-acetyl-6-chloro-1,2,3,4-Tetrahydroisoquinolin-8-yl)pyrrolidine-1-carboxylate C(C)(=O)N1CC2=C(C=C(C=C2CC1)Cl)C1N(CCC1)C(=O)[O-]